4-(3,3-difluoro-1-imidazo[2,1-f][1,2,4]triazin-4-yl-piperidine-4-carbonyl)-3,5-dihydro-2H-pyrido[3,4-f][1,4]oxazepine-9-carbonitrile FC1(CN(CCC1C(=O)N1CCOC2=C(C1)C=NC=C2C#N)C2=NC=NN1C2=NC=C1)F